NC1CC2CCC(C1)C2NC2=NC(=NC=C2C(F)(F)F)NC2=CC=C(C(=O)N)C=C2 4-((4-((3-Aminobicyclo[3.2.1]octan-8-yl)amino)-5-trifluoromethylpyrimidin-2-yl)amino)benzamide